piperidine-3-carboxylic acid cyclopentylamide C1(CCCC1)NC(=O)C1CNCCC1